2-fluoro-N-methyl-1'-(3-(7-methyl-4-oxo-4,7-dihydro-3H-pyrrolo[2,3-d]pyrimidin-2-yl)cyclopent-2-en-1-yl)-1',2',3',6'-tetrahydro-[3,4'-bipyridine]-6-carboxamide FC1=NC(=CC=C1C=1CCN(CC1)C1C=C(CC1)C=1NC(C2=C(N1)N(C=C2)C)=O)C(=O)NC